6-((2-aminomethyl-3-fluoroallyl)oxy)-4,4-dimethyl-3,4-dihydroisoquinolin-1(2H)-one trifluoroacetate FC(C(=O)O)(F)F.NCC(COC=1C=C2C(CNC(C2=CC1)=O)(C)C)=CF